C[C@@H]1NC(C=2N(C1)N=C(C2)C(F)(F)F)=S (S)-6-methyl-2-(trifluoromethyl)-6,7-dihydropyrazolo[1,5-a]pyrazine-4(5H)-thione